(rac)-(1RS,2RS,6SR)-2-(3-bromo-2-fluorobenzyl)-7-oxa-3-azabicyclo[4.1.0]heptane-3-carboxylic acid benzyl ester C(C1=CC=CC=C1)OC(=O)N1[C@@H]([C@H]2O[C@H]2CC1)CC1=C(C(=CC=C1)Br)F |r|